NC=1SC(=C(N1)C)C=1C=C2CN(C(C2=C(C1)C)=O)C(C)C 5-(2-amino-4-methylthiazol-5-yl)-7-methyl-2-isopropyl-isoindol-1-one